C([O-])([O-])=O.[Cs+].FC1=C(C(=O)OC(C)(C)C)C=C(C=C1)N1CC(C1)(CO)F.[Cs+] tert-butyl 2-fluoro-5-(3-fluoro-3-(hydroxymethyl)azetidin-1-yl)benzoate Cesium carbonate